tert-butyl 3-(1H-pyrazolo[3,4-b]pyrazin-3-yl)azetidine-1-carboxylate N1N=C(C=2C1=NC=CN2)C2CN(C2)C(=O)OC(C)(C)C